CC1(C=CC=C1)[Ti](N(C)C)(N(C)C)N(C)C methylcyclopentadienyl-tris(dimethylamino)titanium